7-fluoro-3-hydroxyisobenzofuran-1(3H)-one FC=1C=CC=C2C(OC(C12)=O)O